C(C)(C)(C)N(C(O)=O)C1=CC(=CC=C1)S(=O)(=O)C1(CCC1)C.C(C1=CC=CC=C1)(C1=CC=CC=C1)N1CCC(CC1)N1CC2=CC=C(C=C2CC1)N1CCOCC1 4-(2-(1-benzhydryl-piperidin-4-yl)-1,2,3,4-tetrahydroisoquinolin-6-yl)morpholine tert-butyl-(3-((1-methylcyclobutyl)sulfonyl)phenyl)carbamate